N-(4-(8-amino-3-(6-(hydroxymethyl)tetrahydro-2H-pyran-3-yl)imidazo[1,5-a]pyrazin-1-yl)benzyl)-2-methoxybenzamide NC=1C=2N(C=CN1)C(=NC2C2=CC=C(CNC(C1=C(C=CC=C1)OC)=O)C=C2)C2COC(CC2)CO